BrC=1N=C(N(C1)C)C(=O)OC methyl 4-bromo-1-methyl-1H-imidazole-carboxylate